2-(5-(4-chlorophenyl)thiophen-2-yl)-N-(3-(trifluoromethyl)phenyl)acetamide ClC1=CC=C(C=C1)C1=CC=C(S1)CC(=O)NC1=CC(=CC=C1)C(F)(F)F